C(C1=CC=CC=C1)OC(=O)N[C@@H](C(=O)OC)CCCCN(CCOCCOC)C(=O)OC(C)(C)C methyl (R)-2-benzyloxycarbonylamino-6-(N-tert-butyloxycarbonyl-N-(2-(2-methoxyethoxy)ethyl)amino)hexanoate